CC(C)[C@@H](C)CC[C@@H](C)[C@H]1CC[C@H]2C3=CCC4CC(CC[C@]4(C)[C@H]3CC[C@]12C)O 5ξ-ergosta-7-en-3-ol